Cl.Cl.CC1=C(C(=O)N[C@H](C)C2=CC(=CC=C2)C(N(CCNC)C)=O)C=C(C=C1)N1CCN(CC1)C 2-methyl-N-[(1R)-1-[3-[methyl-[2-(methylamino)ethyl]carbamoyl]phenyl]ethyl]-5-(4-methylpiperazin-1-yl)benzamide dihydrochloride